3,5-bis(trimethylsilyl)phenyl-1,10-phenanthroline cobalt dichloride [Co](Cl)Cl.C[Si](C=1C=C(C=C(C1)[Si](C)(C)C)C1=NC2=C3N=CC=CC3=CC=C2C=C1)(C)C